3-benzyloxy-4-fluoro-N-(4-fluoro-3-methyl-phenyl)-2-iodo-aniline C(C1=CC=CC=C1)OC=1C(=C(NC2=CC(=C(C=C2)F)C)C=CC1F)I